CC1(CN=C2C(=CC(=CC2=C1)F)F)C 3,3-dimethyl-6,8-difluoroquinolin